COC(C1=C(C=CC(=C1)OC[C@H]1N(CC1)C)C)=O.BrC1=C2CCN(C2=CC=C1)C=1C(=NC(=CC1)OCC1=CC=CC=C1)OCC1=CC=CC=C1 4-bromo-1-(2,6-dibenzyloxy-3-pyridyl)indoline (S)-Methyl-2-methyl-5-((1-methyl-azetidin-2-yl)methoxy)benzoate